P(=O)(OC1=C(C=CC=C1)CCC(=O)O)([O-])[O-] (2-carboxyethyl)phenyl phosphate